(S)-10-((dimethylamino) methyl)-4-ethyl-4-hydroxy-3,14-dioxo-3,4,12,14-tetrahydro-1H-pyrano[3',4':6,7]indolizino[1,2-b]quinolin-9-yl (2R,6R)-2,6-dimethylpiperazine-1-carboxylate C[C@H]1N([C@@H](CNC1)C)C(=O)OC1=C(C=2C=C3C(=NC2C=C1)C1=CC2=C(C(N1C3)=O)COC([C@]2(O)CC)=O)CN(C)C